ClC=1C(=NC(=NC1)NC=1C(=CC(=C(C1)NC(C=C)=O)OCCN1CCCC1)OC)NC1=C(C=CC=C1)NS(=O)(=O)C N-(5-((5-chloro-4-((2-(methylsulfonamido)phenyl)amino)pyrimidin-2-yl)amino)-4-methoxy-2-(2-(pyrrolidin-1-yl)ethoxy)phenyl)acrylamide